C(N)(O)=O carbonic acid monoamide